7-((3-fluoropyridin-2-yl)((4-hydroxycyclohexyl)amino)methyl)quinolin-8-ol FC=1C(=NC=CC1)C(C1=CC=C2C=CC=NC2=C1O)NC1CCC(CC1)O